5-phenyl-1,5,10,10a-tetrahydropyrrolo[1,2-b]cinnolin-3(2H)-one C1(=CC=CC=C1)N1N2C(CC=3C=CC=CC13)CCC2=O